C(C)(C)OC=1C(=CC2=CN(N=C2C1)C1CCN(CC1)C(=O)OC(C)(C)C)C(NC1=NC(=CC=C1)C(F)(F)F)=O tert-butyl 4-[6-isopropoxy-5-[[6-(trifluoromethyl)-2-pyridyl]carbamoyl]indazol-2-yl]piperidine-1-carboxylate